ClC=1C=C2C(=CC(=NC2=CC1)C(F)(F)F)N[C@@H]1C[C@@H](CCC1)NC(=O)C=1C=NN(C1)C(F)(F)F N-[(1R,3S)-3-{[6-chloro-2-(trifluoromethyl)quinolin-4-yl]amino}cyclohexyl]-1-(trifluoromethyl)-1H-pyrazole-4-carboxamide